BrC1=CC(=C(COC2=CC=CC(=N2)C2=CC(=C(CC3=NC4=C(N3C[C@H]3OCC3)C=C(C=C4)C(=O)OC)C=C2F)F)C=C1)F Methyl (S)-2-(4-(6-((4-bromo-2-fluorobenzyl)oxy)pyridin-2-yl)-2,5-difluorobenzyl)-1-(oxetan-2-ylmethyl)-1H-benzo[d]imidazole-6-carboxylate